(2S,4R)-N-(4-ethynyl-2-fluorobenzyl)-4-hydroxypyrrolidine-2-carboxamide C(#C)C1=CC(=C(CNC(=O)[C@H]2NC[C@@H](C2)O)C=C1)F